5-{4-[(1S)-1-hydroxy-1-phenylethyl]-2-furoyl}pyrimidin O[C@@](C)(C1=CC=CC=C1)C=1C=C(OC1)C(=O)C=1C=NC=NC1